sulfomethylaminobenzoic acid S(=O)(=O)(O)CNC1=C(C(=O)O)C=CC=C1